C\C(=C/C=C/C=C\C(=O)OCC)\CC\C=C(\CCC=C(C)C)/C ethyl (2Z,4E,6E,10E)-7,11,15-trimethylhexadeca-2,4,6,10,14-pentaenoate